6-amino-5-methyl-2H-isoquinolin-1-one NC=1C(=C2C=CNC(C2=CC1)=O)C